2-amino-4-oxo-5-(6-(trifluoromethyl)pyridin-3-yl)-4,5-dihydrofuran-3-yl phenylmethanesulfonate C1(=CC=CC=C1)CS(=O)(=O)OC1=C(OC(C1=O)C=1C=NC(=CC1)C(F)(F)F)N